1-phenoxy-2-(4-chlorophenoxy)ethane O(C1=CC=CC=C1)CCOC1=CC=C(C=C1)Cl